NC1=NC2=NC=C(N=C2C(=N1)O)CNC1=CC=C(C(=O)N[C@H](CCC(NCCOCCOCCOCCOCCOCCOCC#C)=O)C)C=C1 (S)-26-(4-(((2-amino-4-hydroxypteridin-6-yl)methyl)amino)benzamido)-23-oxo-4,7,10,13,16,19-hexaoxa-22-azaheptacos-1-yn